6-hydroxy-1-((cis)-3-hydroxy-3-methylcyclobutyl)-4-(trifluoromethyl)-1,8-naphthyridin-2(1H)-one OC=1C=C2C(=CC(N(C2=NC1)C1CC(C1)(C)O)=O)C(F)(F)F